ClC=1C(=C(C=CC1F)N(C(=O)OC1=C(C=C(C=C1C(F)(F)F)C(F)(F)F)N1C(N(C=C1)C(=O)OC(C)(C)C)=O)C([2H])([2H])[2H])F tert-butyl 3-(2-((3-chloro-2,4-difluorophenyl)(methyl-d3)carbamoyloxy)-3,5-bis(trifluoromethyl)phenyl)-2-oxo-2,3-dihydro-1H-imidazole-1-carboxylate